ClC1(NC(NC(N1)(N)Cl)(N)Cl)N 2,4,6-trichloro-1,3,5-triazine-2,4,6-triamine